C(CCC)C=1C=NC=CC1 3-Butyl-pyridine